ClC=1C(=NC=C(C1[C@@H](C)OC=1C=C2C(=NNC2=CC1OC)C=1C=CC(=NC1)N(C)C)Cl)C 5-[5-[(1R)-1-(3,5-dichloro-2-methyl-4-pyridyl)ethoxy]-6-methoxy-1H-indazol-3-yl]-N,N-dimethyl-pyridin-2-amine